N-(5-Bromo-2-thiomorpholinopyridin-3-yl)benzenesulfonamide BrC=1C=C(C(=NC1)N1CCSCC1)NS(=O)(=O)C1=CC=CC=C1